(5'S,7a'R)-5'-cyclopentyltetrahydro-3'H-spiro[piperidine-4,2'-pyrrolo[2,1-b]oxazol]-3'-one C1(CCCC1)[C@@H]1CC[C@H]2OC3(C(N21)=O)CCNCC3